Tert-butyl 9-(5-((2-amino-3-chloropyridin-4-yl) thio) pyrazin-2-yl)-1-((tert-butoxycarbonyl) amino)-3,9-diazaspiro[5.5]undecane-3-carboxylate NC1=NC=CC(=C1Cl)SC=1N=CC(=NC1)N1CCC2(CCN(CC2NC(=O)OC(C)(C)C)C(=O)OC(C)(C)C)CC1